1-cyclohexyl-2-(6-fluoropyridin-2-yl)-1,6-dihydrodipyrrolo[2,3-b:2',3'-d]pyridine C1(CCCCC1)N1C(=CC=2C1=C1C(=NC2)NC=C1)C1=NC(=CC=C1)F